3-(1-Methyl-4-(4-methyl-4H-1,2,4-triazol-3-yl)-1H-pyrazol-5-yl)aniline CN1N=CC(=C1C=1C=C(N)C=CC1)C1=NN=CN1C